5-(2-fluoro-6-hydroxy-4-(piperidin-3-yl)phenyl)-1,2,5-thiadiazolidin FC1=C(C(=CC(=C1)C1CNCCC1)O)N1CCNS1